3-(4-((1-isopropyl-3-phenyl-1H-indazol-6-yl)methoxy)phenyl)-2,2-dimethylpropanoic acid C(C)(C)N1N=C(C2=CC=C(C=C12)COC1=CC=C(C=C1)CC(C(=O)O)(C)C)C1=CC=CC=C1